tert-Butyl-4-[2-[(2R)-3-(3,4-dihydro-1H-isochinolin-2-yl)-2-hydroxy-propyl]-1-oxo-3,4-dihydroisochinolin-6-yl]piperazin-1-carboxylat C(C)(C)(C)OC(=O)N1CCN(CC1)C=1C=C2CCN(C(C2=CC1)=O)C[C@@H](CN1CC2=CC=CC=C2CC1)O